O1C(=NC2=C1C=CC=C2)C=2C=CC(=C(C2)NC(C2=CC=C(C=C2)OCC2=CC=CC=C2)=O)OC N-[5-(1,3-benzoxazol-2-yl)-2-methoxyphenyl]-4-(benzyloxy)benzamide